C[C@]1(CC[C@H]2C(=C1)CC[C@@H]3[C@@]2(CCCC3(C)C)C)C=C Pimara-8(14),15-diene